tert-butyl (1-(1-(4-methoxybenzyl)-3-((4-nitropyridin-3-yl)oxy)-1H-pyrazolo[3,4-b]pyrazin-6-yl)-4-methylpiperidin-4-yl)carbamate COC1=CC=C(CN2N=C(C=3C2=NC(=CN3)N3CCC(CC3)(C)NC(OC(C)(C)C)=O)OC=3C=NC=CC3[N+](=O)[O-])C=C1